C(C)(C)(C)C1=CC=C(COC2=CC=CC=3NC4=CC=CC=C4C23)C=C1 4-(4-tert-Butylbenzyloxy)-9H-carbazole